diisobutyl 2,3-di-tert-butylsuccinate C(C)(C)(C)C(C(=O)OCC(C)C)C(C(=O)OCC(C)C)C(C)(C)C